FC(C1=CC=C(C=C1)C(N1CCN(CC1)CC=1C=C(C=CC1C(F)(F)F)N(CCN(C)C)C)C1=CC=C(C=C1)C(F)(F)F)(F)F N1-(3-((4-(bis(4-(trifluoromethyl)phenyl)methyl)piperazin-1-yl)methyl)-4-(trifluoromethyl)phenyl)-N1,N2,N2-trimethyl-ethan-1,2-diamine